N-(5-(7-cyanobenzo[d][1,3]dioxol-5-yl)-1-(3-hydroxy-3-methylbutyl)-1H-pyrazolo[3,4-b]pyridin-3-yl)pivalamide C(#N)C1=CC(=CC2=C1OCO2)C=2C=C1C(=NC2)N(N=C1NC(C(C)(C)C)=O)CCC(C)(C)O